5-amino-N-methyl-N-(7-(trifluoromethyl)isochroman-4-yl)benzo[c][2,6]naphthyridin-9-carboxamide NC1=NC2=C(C3=CN=CC=C13)C=C(C=C2)C(=O)N(C2COCC1=CC(=CC=C21)C(F)(F)F)C